ClC1=[N+](C=CC(=C1C(F)(F)F)Cl)[O-] 2,4-dichloro-1-oxido-3-(trifluoromethyl)pyridin-1-ium